NC=1C(=C(C=C2C=C(N=CC12)NC(OC1CC(C1)[C@H](C)O)=O)C1=C(C2=C(OCCN2)N=C1)C)F (1S,3s)-3-((R)-1-Hydroxyethyl)cyclobutyl (8-amino-7-fluoro-6-(8-methyl-2,3-dihydro-1H-pyrido[2,3-b][1,4]oxazin-7-yl)isoquinolin-3-yl)carbamate